ClC=1C=C(C=C(C1OC=1C=CC2=C(N(C=N2)C(C)C)C1)Cl)N1N=C(C(NC1=O)=O)C#N 2-(3,5-dichloro-4-((1-isopropyl-1H-benzo[d]imidazol-6-yl)oxy)phenyl)-3,5-dioxo-2,3,4,5-tetrahydro-1,2,4-triazine-6-carbonitrile